2-(1-ethyl-3-methyl-1H-pyrazole-5-carboxamido)-7-methoxy-1H-benzo[d]imidazole-5-carboxylate C(C)N1N=C(C=C1C(=O)NC1=NC2=C(N1)C(=CC(=C2)C(=O)[O-])OC)C